(6-chloro-2,3,4-trimethoxyphenyl)(p-tolyl)methanone ClC1=CC(=C(C(=C1C(=O)C1=CC=C(C=C1)C)OC)OC)OC